FC=1C(=C2N(C=C(N=C2)C)C1C(=O)N)C1=NC(=NN1)C=1N(N=C(C1O)C)CCC1=CC=CC=C1 7-Fluoro-8-[3-[4-hydroxy-5-methyl-2-(2-phenylethyl)pyrazol-3-yl]-1H-1,2,4-triazol-5-yl]-3-methyl-pyrrolo[1,2-a]pyrazine-6-carboxamide